N-cyclopropyl-3-(6-((1-hydroxy-2-methylpropan-2-yl)amino)-5-(1-methyl-1H-imidazol-2-yl)pyridin-3-yl)-4-methylbenzamide C1(CC1)NC(C1=CC(=C(C=C1)C)C=1C=NC(=C(C1)C=1N(C=CN1)C)NC(CO)(C)C)=O